FC=1C=C(C=CC1O)/C=C/C=1OC(=CC(C1O)=O)CO (E)-2-(3-Fluoro-4-hydroxyphenylvinyl)-3-hydroxy-6-(hydroxymethyl)-4H-pyran-4-one